5-(5-(3-(1H-1,2,3-triazol-4-yl)azetidin-1-yl)-1,3,4-oxadiazol-2-yl)-N-(5,6-difluoro-2,3-dihydro-1H-inden-2-yl)pyrazin-2-amine N1N=NC(=C1)C1CN(C1)C1=NN=C(O1)C=1N=CC(=NC1)NC1CC2=CC(=C(C=C2C1)F)F